4-((3-(benzyloxy)-2,4-dioxo-3,4-dihydroquinazolin-1(2H)-yl)methyl)-N-hydroxybenzoamide C(C1=CC=CC=C1)ON1C(N(C2=CC=CC=C2C1=O)CC1=CC=C(C(=O)NO)C=C1)=O